N-(2,6-dimethyl-4-(trifluoromethyl)phenyl)-1-(isoxazol-3-ylmethyl)-1H-imidazo[4,5-c]pyridin-4-amine CC1=C(C(=CC(=C1)C(F)(F)F)C)NC1=NC=CC2=C1N=CN2CC2=NOC=C2